C(C)(C)(C)OC(NCCCCC1=NC(=CC=C1NC(C1=C(C=CC(=C1)C(F)(F)F)NC1=C(C=C(C=C1)F)Br)=O)OC)=O (4-(3-(2-((2-bromo-4-fluorophenyl)amino)-5-(trifluoromethyl)benzoylamino)-6-methoxypyridin-2-yl)butyl)-carbamic acid tert-butyl ester